8-(4-(difluoromethyl)-2-(trifluoromethoxy)phenyl)-9-(4-((1-(3-fluoropropyl)azetidin-3-ylidene)methyl)phenyl)-6,7-dihydro-5H-benzo[7]annulene-3-carboxylic acid FC(C1=CC(=C(C=C1)C=1CCCC2=C(C1C1=CC=C(C=C1)C=C1CN(C1)CCCF)C=CC(=C2)C(=O)O)OC(F)(F)F)F